O(C1=CC=CC=C1)C1CCN(CC1)CCCNC(OC(C)(C)C)=O Tert-butyl (3-(4-phenoxypiperidin-1-yl)propyl)carbamate